NC=1C2=C(N=CN1)N(C=C2C2=CC(=C(C=C2)NC(=O)NC2=NOC(=C2)C(C)(C)C)F)C2CC2 1-(4-(4-amino-7-cyclopropyl-7H-pyrrolo[2,3-d]pyrimidin-5-yl)-2-fluorophenyl)-3-(5-(tert-butyl)isoxazol-3-yl)urea